2-[4-[6,7-diethoxy-2,3-bis(hydroxymethyl)-1-naphthyl]-2-pyridyl]-4-(3-pyridinyl)-1(2H)-phthalazinone C(C)OC=1C=C2C=C(C(=C(C2=CC1OCC)C1=CC(=NC=C1)N1C(C2=CC=CC=C2C(=N1)C=1C=NC=CC1)=O)CO)CO